Cl.N1C(=NC2=C1C=CC=C2)C2=CC(=NN2)NC(=O)C2=CC=C(C=C2)N2CCN(CC2)CC(=O)O 2-[4-[4-[[5-(1H-benzimidazol-2-yl)-1H-pyrazol-3-yl]carbamoyl]phenyl]piperazin-1-yl]acetic acid hydrochloride